Cl.CC1CNC1 3-methylazetidine hydrochloric acid salt